3-aminopyrazolo-[1,5-a]pyridin-5-ol NC=1C=NN2C1C=C(C=C2)O